C(C)(C)(C)OC(=O)N1C2(CC2)C[C@H](C1)C=1C=NC=CC1 (S)-6-(pyridin-3-yl)-4-azaspiro[2.4]heptane-4-carboxylic acid tert-butyl ester